ClC1=C(C(=O)NC2=C(C(=CC(=C2)Cl)Cl)O)C(=C(C=C1Cl)Cl)O 2,3,5-trichloro-N-(3,5-dichloro-2-hydroxyphenyl)-6-hydroxybenzoamide